4-(Methanesulphonylamino)benzamide CS(=O)(=O)NC1=CC=C(C(=O)N)C=C1